6-bromo-2,4-bis(4-methoxybenzyl)-1,2,4-triazine-3,5(2H,4H)-dione BrC=1C(N(C(N(N1)CC1=CC=C(C=C1)OC)=O)CC1=CC=C(C=C1)OC)=O